S1N=CC2=C1C=CC(=C2)C2=CN(C=1N=C(N=C(C12)N)NC=1C(=NN(C1)C)C)C(C)C 5-(1,2-Benzothiazol-5-yl)-N2-(1,3-dimethyl-1H-pyrazol-4-yl)-7-isopropyl-7H-pyrrolo[2,3-d]pyrimidine-2,4-diamine